C(=O)OCCCCCCC(C)C isononyl formate